(3S,5R)-3-fluoro-1-methyl-5-[(1-methyl-1H-pyrazol-4-yl)(sulfamoyl)-amino]-piperidin-1-ium trifluoroacetate FC(C(=O)[O-])(F)F.F[C@@H]1C[NH+](C[C@@H](C1)N(S(N)(=O)=O)C=1C=NN(C1)C)C